C(CC(C)C)[SiH2]O[SiH2]O[SiH3] iso-amyl-trisiloxane